2-chloro-N-(5-methyl-1H-pyrazol-3-yl)-7-(4-methylpiperazin-1-yl)quinazolin-4-amine ClC1=NC2=CC(=CC=C2C(=N1)NC1=NNC(=C1)C)N1CCN(CC1)C